(3S)-3-[4-(pent-3-yloxy)phenyl]Hex-4-ynoic acid methyl ester COC(C[C@H](C#CC)C1=CC=C(C=C1)OC(CC)CC)=O